C(C)N1N=CC(=C1)C=1C=C(C(=NC1)C=1SC=2N=C(SC2N1)N(C1CC(NC(C1)(C)C)(C)C)C)O 5-(1-Ethyl-1H-pyrazol-4-yl)-2-{5-[methyl(2,2,6,6-tetramethylpiperidin-4-yl)amino][1,3]thiazolo[5,4-d][1,3]thiazol-2-yl}pyridin-3-ol